C(C)(C)(C)OC(=O)N1CCN(CC1)C1=NC=C(C(=C1)C)[N+](=O)[O-] 4-(4-methyl-5-nitropyridin-2-yl)piperazine-1-carboxylic acid tert-butyl ester